[4-(cyclopropylmethoxy)-5H,6H,7H,8H-pyrido[3,4-d]pyrimidine-7-carbonyl]-6-methyl-N-(1-methylcyclopropyl)furo[2,3-d]pyrimidin-4-amine C1(CC1)COC=1C2=C(N=CN1)CN(CC2)C(=O)C=2N=C(C1=C(N2)OC(=C1)C)NC1(CC1)C